C(OCOC1=C(C(=C2C(CC(OC2=C1)C1=CC(=C(C(=C1)O)O)O)=O)O)O)(OC(C)C)=O ((5,6-dihydroxy-4-oxo-2-(3,4,5-trihydroxyphenyl)chroman-7-yl)oxy)methyl isopropyl carbonate